C(C1=CC=CC=C1)OC=1C(=NC=C(C1C)OCC1=CC=CC=C1)C#N 3,5-Dibenzyloxy-4-methyl-pyridine-2-carbonitrile